(3R,4S)-3-cyclopropyl-4-methyl-1-(6-(4-methyl-1H-pyrazol-1-yl)pyrrolo[1,2-b]pyridazin-4-yl)-2-oxopyrrolidine-3-carbonitrile C1(CC1)[C@]1(C(N(C[C@H]1C)C=1C=2N(N=CC1)C=C(C2)N2N=CC(=C2)C)=O)C#N